2,6-Dichloro-5-fluoro-4-(3-(2,2,2-trichloroacetyl)ureido)nicotinic acid tert-butyl ester C(C)(C)(C)OC(C1=C(N=C(C(=C1NC(=O)NC(C(Cl)(Cl)Cl)=O)F)Cl)Cl)=O